FC(C1=CC=C(C=C1)NC1=C(C=CC=C1)C1=NN=C(O1)NS(=O)(=O)C1=CC=CC=C1)(F)F N-(5-(2-((4-(trifluoromethyl)phenyl)amino)phenyl)-1,3,4-oxadiazol-2-yl)benzenesulfonamide